2-(4-(4-acryloyl-3-(cyanomethyl)piperazin-1-yl)-2-(2-(pyrrolidin-1-yl)ethoxy)-5,6,7,8-tetrahydroquinazolin-7-yl)-1,2,3,4-tetrahydroisoquinoline-7-carbonitrile C(C=C)(=O)N1C(CN(CC1)C1=NC(=NC=2CC(CCC12)N1CC2=CC(=CC=C2CC1)C#N)OCCN1CCCC1)CC#N